6-(4-Amino-3-fluoro-phenyl)-8-isopropyl-2-methylsulfanyl-pyrido[2,3-d]pyrimidin-7-one NC1=C(C=C(C=C1)C1=CC2=C(N=C(N=C2)SC)N(C1=O)C(C)C)F